ethyl 2,2,3,3-tetramethylcyclopropanecarboxylate CC1(C(C1(C)C)C(=O)OCC)C